N,N-diethylpentanamide CCCCC(=O)N(CC)CC